CC1=C(C(=CC=C1)C)N1N=C(C=2C1=CN=CC2)C2=CC=C(C=C2)N2CCN(CC2)C (2,6-dimethylphenyl)-3-(4-(4-methylpiperazin-1-yl)phenyl)-1H-pyrazolo[3,4-c]pyridine